FC1=CC=C(OC2=CC(=NC=C2)C(=O)N[C@@H]2C(N(C3=C(OC2)C=CC(=N3)C#CC(C)(C)O)C)=O)C=C1 (S)-4-(4-fluorophenoxy)-N-(7-(3-hydroxy-3-methylbut-1-yn-1-yl)-5-methyl-4-oxo-2,3,4,5-tetrahydropyrido[3,2-b][1,4]oxazepin-3-yl)picolinamide